C(OC(CCCC#N)F)([O-])=O 2-cyanoethyl-1-fluoroethyl carbonate